distearamidopropyl-methylamine C(CCCCCCCCCCCCCCCCC)(=O)NC(CCNC)NC(CCCCCCCCCCCCCCCCC)=O